10-((tert-butyldimethylsilyl)oxy)nonadecan-1-ol (6Z,9Z,28Z,31Z)-heptatriaconta-6,9,28,31-tetraen-19-yl-4-(dimethylamino)butanoate trimesate C(C1=CC(C(=O)O)=CC(C(=O)O)=C1)(=O)O.CCCCC\C=C/C\C=C/CCCCCCCCC(CCCCCCCC\C=C/C\C=C/CCCCC)C(C(=O)O)CCN(C)C.[Si](C)(C)(C(C)(C)C)OC(CCCCCCCCCO)CCCCCCCCC